(S)-N-(3-(6-amino-5-(2-(but-2-enamido)propoxy)pyrimidin-4-yl)-5-fluoro-2-methylphenyl)-4-cyclopropyl-2-fluorobenzamide NC1=C(C(=NC=N1)C=1C(=C(C=C(C1)F)NC(C1=C(C=C(C=C1)C1CC1)F)=O)C)OC[C@H](C)NC(C=CC)=O